C(C)(C)C1=CN(C2=CC=C(C=C12)CC1=C(C=C(C=C1C)N1N=C(C(NC1=O)=O)C#N)C)S(=O)(=O)C1=CC=C(C=C1)C 2-(4-[[3-isopropyl-1-(4-methylbenzene-sulfonyl)indol-5-yl]methyl]-3,5-dimethylphenyl)-3,5-dioxo-4H-1,2,4-triazine-6-carbonitrile